(methylcyclopentadienyl)dimethyl-(methoxy)zirconium CC1(C=CC=C1)[Zr](OC)(C)C